((6-(difluoromethoxy)-2-(3'-(6-((3-(dimethylamino)azetidin-1-yl)methyl)oxazolo[5,4-b]pyridin-2-yl)-2,2'-dimethyl-[1,1'-biphenyl]-3-yl)benzo[d]oxazol-5-yl)methyl)-L-proline FC(OC1=CC2=C(N=C(O2)C=2C(=C(C=CC2)C2=C(C(=CC=C2)C=2OC3=NC=C(C=C3N2)CN2CC(C2)N(C)C)C)C)C=C1CN1[C@@H](CCC1)C(=O)O)F